sulfodibenzocyclooctyne S(=O)(=O)(O)C1=CC=CC=2C#CCCC3=C(C21)C=CC=C3